NC=1C2=C(N=CN1)N(CC2)C2[C@@H]([C@@H]([C@H](C2)CCC2=CC=C1C=CC(=NC1=C2)N)O)O (1R,2S,5S)-3-(4-amino-5,6-dihydro-7H-pyrrolo[2,3-d]pyrimidin-7-yl)-5-(2-(2-aminoquinolin-7-yl)ethyl)cyclopentane-1,2-diol